oxazol-5-ylmethyl (3-fluoro-4-((6-(ethylsulfonyl)-6-azaspiro[3.4]octan-2-yl)methyl)phenyl)carbamate FC=1C=C(C=CC1CC1CC2(C1)CN(CC2)S(=O)(=O)CC)NC(OCC2=CN=CO2)=O